N-(4-nitropyridin-2-yl)acetamide [N+](=O)([O-])C1=CC(=NC=C1)NC(C)=O